methylcyclohex-1-en CC1=CCCCC1